C(C=C)(=O)NC=1C=C(C=CC1)C1=CC=C2C(=N1)C(=NN2COCC[Si](C)(C)C)C(=O)N 5-[3-(prop-2-enoylamino)phenyl]-1-(2-trimethylsilylethoxymethyl)pyrazolo[4,3-b]pyridine-3-carboxamide